CC1(OB(OC1(C)C)C=1C=NN(C1)C1CCN(CC1)C(=O)OC(C)(C)C)C tert-butyl 4-[4-(4,4,5,5-tetramethyl-1,3,2-dioxaborolan-2-yl)-1H-pyrazol-1-yl]piperidine-1-carboxylate